ClC1=NC2=CC3=CC4=CC5=CC=C(C=C5N=C4N=C3N=C2N=N1)Cl 2,9-dichlorohexaazapentacene